Cl.C(C)(=O)N1CC2(CN(C3=CC(=CC=C23)CC2=CC=CC=C2)C(CN2[C@H](CN[C@@H](C2)C)COC)=O)C1 1-{1-Acetyl-6'-benzyl-1',2'-dihydrospiro-[azetidine-3,3'-indole]-1'-yl}-2-[(2R,5R)-2-(methoxymethyl)-5-methylpiperazin-1-yl]-ethan-1-one hydrochloride salt